tetrahydropyrrolo[3,4-c]pyrazol-3-amine N1NC(C2C1=CN=C2)N